{3-[4-(4-chlorophenoxy)piperidine-1-carbonyl]-7-methyl-4-oxopyrazolo[1,5-a]pyrazin-5(4H)-yl}acetonitrile ClC1=CC=C(OC2CCN(CC2)C(=O)C=2C=NN3C2C(N(C=C3C)CC#N)=O)C=C1